bis[4-(4-aminophenoxy)phenyl]sulfanilamide NC1=CC=C(OC2=CC=C(C=C2)N(C2=CC=C(S(=O)(=O)N)C=C2)C2=CC=C(C=C2)OC2=CC=C(C=C2)N)C=C1